C(C)(C)(C)C=1C=C(C=CC1)C1[C@@H]2CN(C[C@H]12)C(=O)C1CC2(C1)NC(OC2)=O 2-((1R,5S,6S)-6-(3-(tert-butyl)phenyl)-3-azabicyclo[3.1.0]hexane-3-carbonyl)-7-oxa-5-azaspiro[3.4]octane-6-one